1-(1-(7,8-difluoro-1-oxo-1,2-dihydroisoquinolin-4-yl)ethyl)-3-(3,4,5-trifluorobenzyl)-1-methylurea FC1=CC=C2C(=CNC(C2=C1F)=O)C(C)N(C(=O)NCC1=CC(=C(C(=C1)F)F)F)C